C(#N)C1=C(CC2C(N(C(C2)=O)CCCCCCC(=O)NO)=O)C=CC=C1 (E)-7-(3-(2-cyanobenzyl)-2,5-dioxopyrrolidinyl)-N-hydroxyheptanamide